Ethyl 1-[2-chloro-3-(cyclopropoxy)phenyl]-4-formyl-2,5-dimethyl-pyrrole-3-carboxylate ClC1=C(C=CC=C1OC1CC1)N1C(=C(C(=C1C)C=O)C(=O)OCC)C